(5-((5-chloropyridin-2-yl)methoxy)-1,3,4-thiadiazol-2-yl)-4-(2-(difluoromethoxy)phenyl)-6-(hydroxymethyl)nicotinamide ClC=1C=CC(=NC1)COC1=NN=C(S1)C1=C(C(=O)N)C(=CC(=N1)CO)C1=C(C=CC=C1)OC(F)F